CN1C(=NC=2C(N(C=3N=C(C=CC3C21)C(F)(F)F)C=2C=NC=CC2)=O)C=2C=CC1C(N(C=N1)C)C2 1-methyl-2-(1-methyl-3a,7a-dihydro-1H-benzo[d]imidazol-6-yl)-5-(pyridin-3-yl)-7-(trifluoromethyl)-1,5-dihydro-4H-imidazo[4,5-c][1,8]naphthyridin-4-one